O-methyl-homoserine methyl ester COC([C@@H](N)CCOC)=O